COC=1C=2N(C=CC1)C(=NC2)C(C)(C)N 2-(8-methoxyimidazo[1,5-a]pyridin-3-yl)propan-2-amine